OC1(CCC2=CC=3CCCC3C(=C12)[N+](=O)[O-])CC=CCCCN1N=C(C=C1)S(=O)(=O)N(CC1=CC=C(C=C1)OC)CC1=CC=C(C=C1)OC 1-(6-(1-hydroxy-8-nitro-1,2,3,5,6,7-hexahydro-s-indacen-1-yl)hex-4-en-1-yl)-N,N-bis(4-methoxybenzyl)-1H-pyrazole-3-sulfonamide